3-cyano-N-(4-(N-(2-methoxyphenyl)sulfamoyl)phenyl)benzamide C(#N)C=1C=C(C(=O)NC2=CC=C(C=C2)S(NC2=C(C=CC=C2)OC)(=O)=O)C=CC1